NC=1SC2=C(C=NC=C2N2[C@@H]3CO[C@](C2)(C3)C(=O)N3[C@H](C2=C(C=C(C=C2CC3)C(F)(F)F)Cl)C)N1 ((1S,4S)-5-(2-aminothiazolo[4,5-c]pyridin-7-yl)-2-oxa-5-azabicyclo[2.2.1]heptan-1-yl)((S)-8-chloro-1-methyl-6-(trifluoromethyl)-3,4-dihydroisoquinolin-2(1H)-yl)methanone